BrC=1C=C(C=CC1)S(=N)(=N)C (3-bromophenyl)(methyl)-λ6-sulfanediimine